N-(2-((2-(dimethylamino)ethyl)(methyl)amino)-4-methoxy-5-((6-(2-methoxyphenyl)-8-methyl-7-oxo-5,6,7,8-tetrahydropyrimido[4,5-d]pyrimidin-2-yl)amino)phenyl)acrylamide CN(CCN(C1=C(C=C(C(=C1)OC)NC=1N=CC2=C(N(C(N(C2)C2=C(C=CC=C2)OC)=O)C)N1)NC(C=C)=O)C)C